C(C)C1=CC(=NC=N1)OCC1=C(N=NN1C)C1=CC=C(C(=N1)C)O[C@@H]1C[C@H](CCC1)C#N (1S,3S)-3-((6-(5-(((6-ethylpyrimidin-4-yl)oxy)methyl)-1-methyl-1H-1,2,3-triazol-4-yl)-2-methylpyridin-3-yl)oxy)cyclohexane-1-carbonitrile